C(C1=CC=CC=C1)C1=NN=C(O1)C(=O)NC1CCC2=C(N(C1=O)C)N=CC=N2 5-benzyl-N-(5-methyl-6-oxo-6,7,8,9-tetrahydro-5H-pyrazino[2,3-b]azepin-7-yl)-1,3,4-oxadiazole-2-carboxamide